O=C1N(CC(N1)=O)N1C(C2=CC=CC=C2C1=O)=O 2-(2,4-dioxoimidazolidin-1-yl)isoindoline-1,3-dione